N-(5-((4-chlorobenzyl)oxy)-1,3,4-thiadiazol-2-yl)-6-(4-(1,3-dioxoisoindolin-2-yl)butyl)-4-(2-methoxyphenyl)nicotinamide ClC1=CC=C(COC2=NN=C(S2)NC(C2=CN=C(C=C2C2=C(C=CC=C2)OC)CCCCN2C(C3=CC=CC=C3C2=O)=O)=O)C=C1